C12CN(CC2C1)C1=CC=C(C=N1)CNC1=NC=NC(=C1)C1=CN=C2N1C=CC=C2 [6-(3-aza-bicyclo[3.1.0]hex-3-yl)-pyridin-3-ylmethyl]-(6-imidazo[1,2-a]pyridin-3-yl-pyrimidin-4-yl)-amine